FC1=C(C=CC(=C1)F)C1=NC(=NC2=C1N=C(N(C2=O)C)C)N2CC(O[C@@H](C2)C=2C=NN(C2)C)(C)C (R)-8-(2,4-difluorophenyl)-6-(2,2-dimethyl-6-(1-methyl-1H-pyrazol-4-yl)morpholino)-2,3-dimethylpyrimido[5,4-d]pyrimidin-4(3H)-one